(N-(tert-butoxycarbonyl)-S-trityl-L-cysteinyl)-S-trityl-L-cysteinate C(C)(C)(C)OC(=O)N[C@@H](CSC(C1=CC=CC=C1)(C1=CC=CC=C1)C1=CC=CC=C1)C(=O)OC([C@@H](N)CSC(C1=CC=CC=C1)(C1=CC=CC=C1)C1=CC=CC=C1)=O